C(C=C)(=O)O.C(C=C)(=O)O.C12C3CCCC3C(CC1)C2 tricyclo[5.2.1.02,6]decane diacrylate